C1(CC1)N1[C@@H](CCC1)CO (S)-1-cyclopropyl-pyrrolidine-2-methanol